7-bromo-10b-methyl-6,10b-dihydro-5H-[1,3]oxazolo[2,3-a]isoquinoline-2,3-dione BrC1=C2CCN3C(C2=CC=C1)(OC(C3=O)=O)C